FC(F)SC1=CC(=C(NC2=C(C(=O)N)C=CC(=C2F)F)C=C1)F 2-[4-(difluoromethylsulfanyl)-2-fluoroanilino]-3,4-difluorobenzamide